C(C)SC1=C(C(=NS1)C)C(=O)NC(C)C 5-(ethylsulfanyl)-N-isopropyl-3-methylisothiazole-4-carboxamide